NC1=NC=C(C=C1C=1C=C2CCNC(C2=CC1)=O)Br 6-(2-amino-5-bromopyridin-3-yl)-3,4-dihydroisoquinolin-1(2H)-one